methyl (1r,3'S,4S,7'S)-4-(3-chloroanilino)-7'-[(2R)-3-hydroxy-2-methylpropyl]-3'-methyl-2',3',7',8'-tetrahydrospiro[cyclohexane-1,6'-indeno[5,6-b][1,4]dioxine]-4-carboxylate ClC=1C=C(NC2(CCC3([C@H](CC4=CC=5OC[C@@H](OC5C=C34)C)C[C@H](CO)C)CC2)C(=O)OC)C=CC1